C[C@@H]1N(C[C@H](NC1)C)C=1C2=C(N=CN1)N(C=C2C(F)(F)F)C2=NC=CC(=C2)F 4-((2S,5R)-2,5-Dimethylpiperazin-1-yl)-7-(4-fluoropyridin-2-yl)-5-(trifluoromethyl)-7H-pyrrolo[2,3-d]pyrimidine